methanesulfonyl-4-(1-methyl-1,2,3,6-tetrahydropyridin-4-yl)benzoate CS(=O)(=O)C1=C(C(=O)[O-])C=CC(=C1)C=1CCN(CC1)C